CS(=O)(=O)NC(CC1N(C(CC1C1=CC=CC=C1)=O)CC=1C=NC=CC1)=O N-methylsulfonyl-2-[5-oxo-3-phenyl-1-(pyridin-3-ylmethyl)pyrrolidine-2-yl]acetamide